[Ag]Cl.[Cu] copper-silver chloride